(1S,2R)-2-((S)-1-((1,3-Dioxoisoindolin-2-yl)methyl)-8-(((S)-1-(2-methylthiazol-5-carbonyl)pyrrolidin-3-yl)oxy)-1,2,3,4-tetrahydroisochinolin-2-carbonyl)cyclohexan O=C1N(C(C2=CC=CC=C12)=O)C[C@H]1N(CCC2=CC=CC(=C12)O[C@@H]1CN(CC1)C(=O)C1=CN=C(S1)C)C(=O)C1CCCCC1